5-amino-8-[2-(hydroxymethyl)-6-methyl-4-pyridinyl]-7-phenyl-2-[[(2R)-tetrahydrofuranyl-2-yl]methyl]-[1,2,4]triazolo[4,3-c]pyrimidin-3-one NC1=NC(=C(C=2N1C(N(N2)C=C2OCCC2)=O)C2=CC(=NC(=C2)C)CO)C2=CC=CC=C2